6-fluoropurine FC1=C2NC=NC2=NC=N1